3-((7-(5-(Difluoromethyl)-1H-pyrazol-4-yl)-4-oxoquinazolin-3(4H)-yl)methyl)-N-(2-(dimethylamino)ethyl)benzamide FC(C1=C(C=NN1)C1=CC=C2C(N(C=NC2=C1)CC=1C=C(C(=O)NCCN(C)C)C=CC1)=O)F